CN(CCC1(C(C=C(C(=C1)SC)NC1=NC=CC(=N1)C1=CN(C2=CC=CC=C12)C)N)NC)C 1-(2-(dimethylamino)ethyl)-N1-methyl-N4-(4-(1-methyl-1H-indol-3-yl)pyrimidin-2-yl)-5-(methylthio)benzene-1,2,4-triamine